[(7R,9aR)-7-hydroxy-7-[5-(trifluoromethyl)pyridin-2-yl]-3,4,6,8,9,9a-hexahydro-1H-pyrido[1,2-a]pyrazin-2-yl]-[2-chloro-3-(1H-pyrazol-5-yl)phenyl]methanone O[C@@]1(CC[C@H]2N(CCN(C2)C(=O)C2=C(C(=CC=C2)C2=CC=NN2)Cl)C1)C1=NC=C(C=C1)C(F)(F)F